N([C@@H](CO)C(=O)O)N([C@@H](CO)C(=O)O)C(C)=O L-serineO-acetyl-L-serine